C(C)OC(CO/N=C/C1=C(C=C(C(=C1)N1C(N(C(=CC1=O)C(C)(F)F)N)=O)F)Cl)=O Ethyl-{[(E)-{5-[3-amino-4-(1,1-difluoroethyl)-2,6-dioxo-3,6-dihydropyrimidin-1(2H)-yl]-2-chloro-4-fluorobenzyliden}amino]oxy}acetat